5-[(2-Ethyl-phenoxymethylthio)methyl]-1,3,4-oxadiazol-2(3H)-one C(C)C1=C(OCSCC2=NNC(O2)=O)C=CC=C1